BrC=1C=C2C=CN(C(C2=CC1F)=O)CCCBr 6-bromo-2-(3-bromopropyl)-7-fluoroisoquinolin-1-one